iodobenzenenitrile sodium salt [Na].IC1=C(C=CC=C1)C#N